6-methyl-5-((3-(9-(tetrahydro-2H-pyran-2-yl)-9H-purin-6-yl)pyridin-2-yl)amino)-N-(3-(trifluoromethyl)phenyl)nicotinamide CC1=NC=C(C(=O)NC2=CC(=CC=C2)C(F)(F)F)C=C1NC1=NC=CC=C1C1=C2N=CN(C2=NC=N1)C1OCCCC1